N[C@@H]1CN(CC[C@H]1F)C1=NC2=C(N1CC(=O)N(CCC)C)C=C(C(=C2)F)F 2-(2-((3R,4R)-3-amino-4-fluoropiperidin-1-yl)-5,6-difluoro-1H-benzo[d]imidazol-1-yl)-N-methyl-N-propylacetamide